BrC1=CC2=C(C=N1)N(C(=N2)C2=NC(=CC=C2S(=O)(=O)CC)C2CC2)C 6-bromo-2-(6-cyclopropyl-3-ethylsulfonyl-2-pyridyl)-3-methyl-imidazo[4,5-c]Pyridine